(S)-3-(3-chloro-4-fluorophenyl)-1-(1-(1-(hydroxymethyl)isoquinolin-4-yl)ethyl)-1-methylurea ClC=1C=C(C=CC1F)NC(N(C)[C@@H](C)C1=CN=C(C2=CC=CC=C12)CO)=O